Cl.C12C(C3CC(CC(C1)C3)C2)N adamantan-2-amine hydrochloride salt